[Br-].NC(C)C1=NC=CN1C 1-Aminoethyl-3-methylimidazole bromide